Cl.N(C1=CC=CC=C1)C=C1C(=C(CC1)C=NC1=CC=CC=C1)Cl N-[(3-(anilinomethylene)-2-chloro-1-cyclopentene-1-yl)methylene]aniline hydrochloride